[N+](=O)([O-])C1=C(OCC2=CN=C(N2C([2H])([2H])[2H])[N+](=O)[O-])C=CC(=C1)[N+](=O)[O-] 5-((2,4-Dinitrophenoxy)methyl)-1-(methyl-d3)-2-nitro-1H-imidazole